1-[2-[(4-chloro-alpha-phenylbenzyl)oxy]ethyl]piperidine hydrochloride Cl.ClC1=CC=C(C(C2=CC=CC=C2)OCCN2CCCCC2)C=C1